C(N)(OC1C(C2(C1)CC(C2)CC2=CC=NC=C2)C(C)(C)C)=O (tert-butyl 6-(pyridin-4-ylmethyl) spiro[3.3]hept-2-yl) carbamate